7-(2-chloro-5-methoxy-phenyl)-3-(4-isoquinolinyl)-1H-quinazoline-2,4-dione ClC1=C(C=C(C=C1)OC)C1=CC=C2C(N(C(NC2=C1)=O)C1=CN=CC2=CC=CC=C12)=O